S(=O)(=O)(O)OC1=CC(O)=CC=C1 Resorcinol-Sulfate